C(C)(C)(C)OC(=O)N1CCN(CC1)CCCN1C(C=CC1=O)=O 4-[3-(2,5-Dioxopyrrol-1-yl)propyl]piperazine-1-carboxylic acid tert-butyl ester